C1(=CC=C(C=C1)C1C[C@@H](N(C(C1)=O)C(=O)OC(C)(C)C)C(=O)OC(C)(C)C)C1=CC=CC=C1 Di-tert-butyl (2R)-4-([1,1'-biphenyl]-4-yl)-6-oxopiperidine-1,2-dicarboxylate